ethyl 4-(5-(3-bromopropyloxy)-6-methoxyisoindol-2-yl)-4-oxobutanoate BrCCCOC1=CC2=CN(C=C2C=C1OC)C(CCC(=O)OCC)=O